(3aR,5s,6aS)-2-(((S)-1,4-dioxan-2-yl)methyl)-N-(6-(2,5-difluorophenyl)-4-(trifluoromethyl)pyridazin-3-yl)octahydro-cyclopenta[c]pyrrol-5-amine O1[C@H](COCC1)CN1C[C@@H]2[C@H](C1)CC(C2)NC=2N=NC(=CC2C(F)(F)F)C2=C(C=CC(=C2)F)F